BrC=1C=CC(=NC1CC)C1=C(C(=NO1)C)C(=O)O 5-(5-bromo-6-ethylpyridin-2-yl)-3-methylisoxazole-4-carboxylic acid